(6Z)-1,1-diisopropyloxy-6-nonen-2-yne C(C)(C)OC(C#CCC\C=C/CC)OC(C)C